6-chloro-4-methylheptyloxymethyl ether ClC(CC(CCCOCOCOCCCC(CC(C)Cl)C)C)C